4'-Azidoguanosine N(=[N+]=[N-])[C@]1([C@H]([C@H]([C@@H](O1)N1C=NC=2C(=O)NC(N)=NC12)O)O)CO